BrC=1C=C(C(=C(C(=O)[O-])C1)N1C[C@@H](CC1)NC(=O)OC(C)(C)C)C(F)(F)F.CC1([NH2+]C(CCC1)(C)C)C 2,2,6,6-tetramethylpiperidin-1-ium (R)-5-bromo-2-(3-((tert-butoxycarbonyl)amino)pyrrolidin-1-yl)-3-(trifluoromethyl)benzoate